2-(6-amino-5-(8-(2-(3-(2-hydroxyethoxy)prop-1-yn-1-yl)pyridin-4-yl)-3,8-diazabicyclo[3.2.1]octan-3-yl)pyridazin-3-yl)phenol NC1=C(C=C(N=N1)C1=C(C=CC=C1)O)N1CC2CCC(C1)N2C2=CC(=NC=C2)C#CCOCCO